6-(Azetidin-1-yl)-4-fluoro-N-[3-(propan-2-yl)pyridine-2-sulfonyl]-1-benzofuran-2-carboxamide N1(CCC1)C1=CC2=C(C=C(O2)C(=O)NS(=O)(=O)C2=NC=CC=C2C(C)C)C(=C1)F